NC1=NC(=C2N(C=NC2=N1)[C@H]1C[C@@H]([C@](S1)(CO)C#C)O)NC1CC1 (2R,3S,5R)-5-(2-Amino-6-(cyclopropylamino)-7H-purin-7-yl)-2-ethynyl-2-(hydroxymethyl)tetrahydrothiophen-3-ol